C(C)(C)(C)OC(=O)N1[C@@H](CCC1)C(C(C(=O)OCC)N1N=C2C(=C(C=C(C2=C1)Cl)Br)Cl)=O (2S)-2-(2-(6-bromo-4,7-dichloro-2H-indazol-2-yl)-3-ethoxy-3-oxopropionyl)pyrrolidine-1-carboxylic acid tert-butyl ester